NC1=CC=C2CN(C(C2=C1)=O)C1C(NC(CC1)=O)=O 3-(6-amino-1-oxoisoindol-2-yl)piperidine-2,6-dione